FC=1C=C2C=C(NC2=CC1OCC1=CC(=NO1)C)CNC(CC)=O N-((5-fluoro-6-((3-methylisoxazol-5-yl)methoxy)-1H-indol-2-yl)methyl)propionamide